FC1=C(C(=C(C(=C1F)F)F)F)CSC1=CC=CC=C1 phenyl [(perfluorophenyl)methyl] sulfide